N1C=CC=C1 1-azathiophene